NC1=C2C(=NC=N1)N(N=C2C2=CC(=C(C=C2)OC)F)C2CCC(CC2)C(C(=O)N)=C (4-(4-amino-3-(3-fluoro-4-methoxyphenyl)-1H-pyrazolo[3,4-d]pyrimidin-1-yl)cyclohexyl)acrylamide